NC=1C(=NC(=C(C1)C(F)F)Cl)/C=C/C(=O)OCC Ethyl (E)-3-(3-amino-6-chloro-5-(difluoromethyl)pyridin-2-yl)acrylate